2-(3-Bromo-2-iodophenoxy)-1-(4-chloro-2-fluorophenyl)ethan-1-one BrC=1C(=C(OCC(=O)C2=C(C=C(C=C2)Cl)F)C=CC1)I